BrC1=CC(=C(C=C1)CC(CC(=O)OCC)=O)[N+](=O)[O-] ethyl 4-(4-bromo-2-nitrophenyl)-3-oxobutanoate